C(C)(C)(C)OC(=O)N1C(CNCC1)C(CCC1=CC=C(C=C1)C1=CC2=C(N(C(N2C)=O)C2C(NC(CC2)=O)=O)C=C1)=O (3-(4-(1-(2,6-dioxopiperidin-3-yl)-3-methyl-2-oxo-2,3-dihydro-1H-benzo[d]imidazol-5-yl)phenyl)propionyl)piperazine-1-carboxylic acid tert-butyl ester